5-(2-Benzofuranyl)-2-hydroxy-N-[3-[2-(2-methoxyphenyl)ethoxy]phenyl]benzamide O1C(=CC2=C1C=CC=C2)C=2C=CC(=C(C(=O)NC1=CC(=CC=C1)OCCC1=C(C=CC=C1)OC)C2)O